ClC1=C(C=CC=C1)[C@@H]1[C@H](OC(O1)(C)C)CCO 2-((4R,5R)-5-(2-chlorophenyl)-2,2-dimethyl-1,3-dioxolan-4-yl)ethanol